FC(C=1C(=C2C=NNC2=C(C1F)NC(C)C)C=1N=CC=2N(C1)C=C(N2)NC(=O)C2CC2)F N-(6-(5-(difluoromethyl)-6-fluoro-7-(isopropylamino)-1H-indazol-4-yl)imidazo[1,2-a]pyrazin-2-yl)cyclopropanecarboxamide